(2-(2-((Triisopropylsilyl)oxy)ethyl)phenyl)methanol C(C)(C)[Si](OCCC1=C(C=CC=C1)CO)(C(C)C)C(C)C